N=1C(NC(C2=NC3=C(NC12)C=CC=C3)=O)=O 10H-Benzo[G]pteridine-2,4-dione